[Br-].[Br-].CC1(C(=C(C(=C1CCC)C)C)C)[Zr+2]C1C(=CC2=CC=CC=C12)CCCC (1,2,3,4-tetramethyl-5-n-propylcyclopentadienyl)(2-butylindenyl)zirconium dibromide